1-(3-chlorobenzyl)-1H-pyrazol-4-amine ClC=1C=C(CN2N=CC(=C2)N)C=CC1